n-tridecyl-triethoxysilane C(CCCCCCCCCCCC)[Si](OCC)(OCC)OCC